NC=1N=C(SC1C(=O)C1=CC(=NO1)C(=O)N[C@@H](C(F)F)C)NC1=CC=C(C=C1)F |r| Rac-5-[4-amino-2-(4-fluoroanilino)thiazole-5-carbonyl]-N-(2,2-difluoro-1-methyl-ethyl)isoxazole-3-carboxamide